O1CC(C1)NC(=O)C=1C=NC(=NC1)N1CCN(CC1)C(=O)C1=CC=C(C=C1)C1=NC2=C(N1)C=CC=C2C(=O)N 2-(4-(4-(5-(oxetan-3-ylcarbamoyl)pyrimidin-2-yl)piperazine-1-carbonyl)phenyl)-1H-benzo[d]imidazole-4-carboxamide